4-tertiary pentyl-2-(α-methylbenzyl)phenol C(C)(C)(CC)C1=CC(=C(C=C1)O)C(C1=CC=CC=C1)C